[N-](S(=O)(=O)C(F)(F)F)S(=O)(=O)C(F)(F)F.C[N+]1=CNC=C1 3-methylimidazolium bis(trifluoromethanesulfonyl)imide